C(C1=CC=CC=C1)(=O)NC=1C=2N=CN([C@H]3[C@H](OCCOC)[C@H](O)[C@@H](COC(C4=CC=CC=C4)(C4=CC=C(C=C4)OC)C4=CC=C(C=C4)OC)O3)C2N=CN1 N-benzoyl-5'-O-[bis(4-methoxyphenyl)phenylmethyl]-2'-O-(2-methoxy)ethyladenosine